FC(C=1C=C(C=C(C1)C(F)(F)F)CC(=O)N1CCN(CC1)C=1C=CC=2N(N1)C=NN2)(F)F 2-[3,5-bis(trifluoromethyl)phenyl]-1-(4-{[1,2,4]triazolo[4,3-b]pyridazin-6-yl}piperazin-1-yl)ethan-1-one